C(CC)C=1C(=C(C=CC1)OC(NC1=CC=CC=C1)=O)CCC N-phenyl-carbamic acid (dipropylphenyl) ester